N1=C(N=C(N=C1C1=CC=C(C=O)C=C1)C1=CC=C(C=O)C=C1)C1=CC=C(C=O)C=C1 4,4',4''-(1,3,5-triazine-2,4,6-triyl)tris[benzaldehyde]